N-(6-acetamido-3,5-dibromopyrazin-2-yl)-6-ethoxypyridinecarboxamide C(C)(=O)NC1=C(N=C(C(=N1)NC(=O)C1=NC(=CC=C1)OCC)Br)Br